O=S1(CC(C1)C1CCN(CC1)C1=C(C=C(C=C1F)N1C(O[C@H](C1)CNC(=O)C=1SC=CC1)=O)F)=O (S)-N-((3-(4-(4-(1,1-dioxidothietan-3-yl)piperidin-1-yl)-3,5-difluorophenyl)-2-oxooxazolidin-5-yl)methyl)thiophene-2-carboxamide